ClC1=CC=C(OC=2C=C3C=CC(=CC3=CC2)C=2C=C(C(=NC2)C(=O)NCC(C(=O)O)(C)C)O)C=C1 3-(5-(6-(4-Chlorophenoxy)naphthalen-2-yl)-3-hydroxypicolinamido)-2,2-dimethylpropionic acid